2-(4-cyclopropyl-6-methoxypyrimidin-5-yl)-6-(methylsulfonyl)-7-(tetrahydro-2H-pyran-2-yl)-7H-purine C1(CC1)C1=NC=NC(=C1C1=NC(=C2N(C=NC2=N1)C1OCCCC1)S(=O)(=O)C)OC